5-chloro-2-fluoro-4-((((2S,4S)-4-hydroxy-2-(4-(oxazol-2-yl)benzyl)pyrrolidin-2-yl)methyl)amino)-N-(thiazol-2-yl)benzenesulfonamide ClC=1C(=CC(=C(C1)S(=O)(=O)NC=1SC=CN1)F)NC[C@]1(NC[C@H](C1)O)CC1=CC=C(C=C1)C=1OC=CN1